1-benzyl-N-[2-cyclopropyl-4-[(2,4-dimethoxyphenyl)methyl]-5-oxo-7,8-dihydro-6H-pyrazolo[1,5-a][1,3]diazepin-6-yl]-1,2,4-triazole-3-carboxamide C(C1=CC=CC=C1)N1N=C(N=C1)C(=O)NC1C(N(C=2N(CC1)N=C(C2)C2CC2)CC2=C(C=C(C=C2)OC)OC)=O